Cl.NCC(=O)C1=CC(=C(C=C1)Cl)F 2-amino-1-(4-chloro-3-fluorophenyl)ethanone hydrochloride